FC1=NC(=CC(=C1)N(C=1SC(=C(N1)C(=O)NC1C(CC1)(C)C)C)C(COC)=O)F 2-[(2,6-difluoro-4-pyridyl)-(2-methoxyacetyl)amino]-N-(2,2-dimethyl-cyclobutyl)-5-methyl-thiazole-4-carboxamide